4-aminoindole NC1=C2C=CNC2=CC=C1